C1(=CC=C(C=C1)\C=N\NC(=O)C1=CN(C2=CC=CC=C2C1=O)C)C1=CC=CC=C1 (E)-N'-([1,1'-biphenyl]-4-ylmethylene)-1-methyl-4-oxo-1,4-dihydroquinoline-3-carbohydrazide